tert-butyl N-[4-[1,4-dimethyl-5-[[4-(trifluoromethyl)benzoyl]amino] pyrazol-3-yl]phenyl]carbamate CN1N=C(C(=C1NC(C1=CC=C(C=C1)C(F)(F)F)=O)C)C1=CC=C(C=C1)NC(OC(C)(C)C)=O